benzyl ((R)-1-((S)-1-(4-chloro-3-(3-methylpyridin-2-yl)phenyl)-2-hydroxyethyl)-4-(2-fluoro-4-methoxyphenyl)-4-neopentyl-5-oxoimidazolidin-2-ylidene)carbamate ClC1=C(C=C(C=C1)[C@@H](CO)N1C(N[C@](C1=O)(CC(C)(C)C)C1=C(C=C(C=C1)OC)F)=NC(OCC1=CC=CC=C1)=O)C1=NC=CC=C1C